C(C1=CC=CC=C1)OC(N[C@H](CO)C)=O ((S)-2-hydroxy-1-methyl-ethyl)-carbamic acid benzyl ester